C(C1=CC=CC=C1)N(CCC(C(=O)O)NC(CC(CC)CC)=O)CCCCC1=NC=2NCCCC2C=C1 4-[benzyl-[4-(5,6,7,8-tetrahydro-1,8-naphthyridin-2-yl)butyl]amino]-2-(3-ethylpentanoylamino)butanoic acid